3-[[(1S)-1-(3-bromophenyl)ethyl]sulfanyl]-4-methyl-4H-1,2,4-triazole BrC=1C=C(C=CC1)[C@H](C)SC1=NN=CN1C